ClC1=CC(=C(C(=N1)C[C@@]1(C[C@H](N(CC1)C(=O)O)C)C(=O)O)F)C(C(C)C)O (2R,4R)-4-((6-chloro-3-fluoro-4-(1-hydroxy-2-methylpropyl)pyridin-2-yl)methyl)-2-methylpiperidine-1,4-dicarboxylic acid